(1S,5S,9R)-10,10-dimethyl-2,6-bis(methylene)-bicyclo[7.2.0]undecan-5-ol CC1([C@@H]2CCC([C@H](CCC([C@H]2C1)=C)O)=C)C